6-(2-Methyl-1H-benzimidazol-6-yl)-2-(piperidin-4-yl)-1,3-benzothiazol-Dihydrochlorid Cl.Cl.CC1=NC2=C(N1)C=C(C=C2)C2=CC1=C(N=C(S1)C1CCNCC1)C=C2